BrC1=CC=C(C(=N1)C)OCC(C)(OC1OCCCC1)C 6-bromo-2-methyl-3-[2-methyl-2-(oxan-2-yloxy)propoxy]pyridine